tert-butyl ethyl malonate C(CC(=O)OCC)(=O)OC(C)(C)C